O1CCC12CCN(CC2)CCN2C(=NC1=C3CC[C@@H](N(C3=CC=C12)C(=O)OC)C)CC1=CC=CC=C1 methyl (S)-3-(2-(1-oxa-7-azaspiro[3.5]nonan-7-yl)ethyl)-2-benzyl-7-methyl-3,7,8,9-tetrahydro-6H-imidazo[4,5-f]quinoline-6-carboxylate